6-(3-(5-chloro-2-methoxypyridin-4-yl)-7,8-dihydro-1,6-naphthyridin-6(5H)-yl)-5-methylnicotinonitrile ClC=1C(=CC(=NC1)OC)C=1C=NC=2CCN(CC2C1)C1=NC=C(C#N)C=C1C